trans-3,4,5,4'-tetramethoxystilbene COC=1C=C(C=C(C1OC)OC)\C=C\C1=CC=C(C=C1)OC